Cl.ClC1=CC=2[C@@H]3[C@H](CN(C2C(=C1)C1=C2C(=NC=C1)C=C(S2)CN2C(CCC2=O)=O)[C@H]2CNC1(CCC1)C2)C3 1-((7-((1aR,7bS)-6-chloro-3-((R)-5-azaspiro[3.4]octan-7-yl)-1a,2,3,7b-tetrahydro-1H-cyclopropa[c]quinolin-4-yl)thieno[3,2-b]pyridin-2-yl)methyl)pyrrolidine-2,5-dione, hydrochloride